8-((cyclopropylmethyl)(3-(trifluoromethoxy)phenyl)amino)-5-methyl-6-oxo-5,6-dihydro-1,5-naphthyridine-2-carbonitrile C1(CC1)CN(C1=CC(N(C=2C=CC(=NC12)C#N)C)=O)C1=CC(=CC=C1)OC(F)(F)F